OC(C)C=1C=C(C=C2C(N(C=3N(C12)N=CC3)C)=O)C 9-(1-hydroxyethyl)-4,7-dimethylpyrazolo[1,5-a]quinazolin-5(4H)-one